ClC1=CC=C(N=N1)N(C1C[C@]2(CCC[C@@](C1)(N2CC2=CC=C(C=C2)OC)C)C)C (1R,3S,5S)-N-(6-chloropyridazin-3-yl)-9-(4-methoxybenzyl)-N,1,5-trimethyl-9-azabicyclo[3.3.1]nonan-3-amine